4,5-dihydropyrazolo[1,5-a]pyrazine-2-carboxamide N1=C(C=C2N1C=CNC2)C(=O)N